C(C)(=O)N1[C@@H](CN(CC1)C(\C=C\Cl)=O)C1=CC(=CC(=C1)C=1N=NN(N1)C)Cl (R,E)-1-(4-acetyl-3-(3-chloro-5-(2-methyl-2H-tetrazol-5-yl)phenyl)piperazin-1-yl)-3-chloroprop-2-en-1-one